CN1CCN(CC1)C1=CC=C(C=C1)NC=1N=CC=2CN(C=3N(C2N1)CCN3)C=3SC=CC3 2-((4-(4-Methylpiperazin-1-yl)phenyl)amino)-6-(thiophen-2-yl)-8,9-dihydroimidazo[1,2-a]pyrimido[5,4-e]pyrimidin